C(C=C)C=1NC=CN1 2-allyl-1H-imidazole